2-Ethyl hexenyl-octyl ether C(=CCCCC)C(CCCCCCC)OCC